COC1=C(C=C2C(NC=NC2=C1)=O)C1(CC1)C(=O)N (7-methoxy-4-oxo-3,4-dihydro-quinazolin-6-yl)cyclopropanecarboxamide